(S)-1-(5-tosyl-2-((1-(3,4,5-trimethoxyphenyl)-1H-imidazol-4-yl)amino)-5H-pyrrolo[3,2-d]pyrimidin-4-yl)pyrrolidine-2-carboxamide S(=O)(=O)(C1=CC=C(C)C=C1)N1C=CC=2N=C(N=C(C21)N2[C@@H](CCC2)C(=O)N)NC=2N=CN(C2)C2=CC(=C(C(=C2)OC)OC)OC